3-(2-fluorobenzoyl)-1H-indole FC1=C(C(=O)C2=CNC3=CC=CC=C23)C=CC=C1